3-((2-(2-(2-aminoethoxy)ethoxy)ethyl)amino)-3-oxopropane-1-sulfonic acid NCCOCCOCCNC(CCS(=O)(=O)O)=O